2-(1,4-dimethylpiperazin-2-yl)acetic acid CN1C(CN(CC1)C)CC(=O)O